N,N'-dicyclohexylamino-2,6-naphthalenedicarboxamide C1(CCCCC1)NNC(=O)C1=CC2=CC=C(C=C2C=C1)C(=O)NNC1CCCCC1